F[N+](CC=C)(CC=C)F bis(fluoro)diallylammonium